2-methyl-6-[1-(2,2,3,3,3-pentafluoropropyl)pyrazol-4-yl]-7-(trifluoromethyl)-1-[1-(2-trimethylsilylethoxymethyl)pyrazol-4-yl]imidazo[1,2-a]pyrimidin-5-one CC=1N(C=2N(C(C(=C(N2)C(F)(F)F)C=2C=NN(C2)CC(C(F)(F)F)(F)F)=O)C1)C=1C=NN(C1)COCC[Si](C)(C)C